(R)-11-amino-3-cyclopropyl-7-((R)-1,1,1-trifluoropropan-2-yl)-4,5,6,7-tetrahydroisoxazolo[4'',3'':6',7']cyclohepta[1',2':4,5]pyrrolo[2,3-d]pyrimidin-4-ol 2,2,2-trifluoroacetate FC(C(=O)O)(F)F.NC=1C2=C(N=CN1)N(C1=C2C=2C([C@@H](CC1)O)=C(ON2)C2CC2)[C@@H](C(F)(F)F)C